N-(3-(1H-benzo[d]imidazol-2-yl)phenyl)-3-methyl-4-(pyridazin-3-yl)aniline N1C(=NC2=C1C=CC=C2)C=2C=C(C=CC2)NC2=CC(=C(C=C2)C=2N=NC=CC2)C